COC=1C=C(C=C(C1)OC)[C@H](C)NC(=O)C=1C=NC2=C(N=C(C=C2C1N1CCNC2(CC2)CC1)C)OC N-[(S)-1-(3,5-dimethoxyphenyl)ethyl]-4-(4,7-diaza-7-spiro[2.6]nonyl)-8-methoxy-6-methyl-1,7-diaza-3-naphthamide